((tert-Butoxycarbonyl)amino)heptane C(C)(C)(C)OC(=O)NCCCCCCC